tert-Butyl 4-(4-((3-chloro-4-(difluoromethoxy)phenyl)amino)pyrido[3,2-d]pyrimidin-6-yl)piperazine-1-carboxylate ClC=1C=C(C=CC1OC(F)F)NC=1C2=C(N=CN1)C=CC(=N2)N2CCN(CC2)C(=O)OC(C)(C)C